tert-Butyl (3-{[3-(3-amino-1H-pyrazol-5-yl)-6-chloro-4-methoxypyridin-2-yl]oxy}propyl)carbamate NC1=NNC(=C1)C=1C(=NC(=CC1OC)Cl)OCCCNC(OC(C)(C)C)=O